2-tert-butylisoindoline-1,3-dione C(C)(C)(C)N1C(C2=CC=CC=C2C1=O)=O